4-(4-((1R,5S)-3,8-diazabicyclo[3.2.1]oct-3-yl)-8-fluoro-2-(((S)-1-Isopropylpyrrolidin-2-yl)methoxy)-5-(propynyl)pyrido[4,3-d]pyrimidin-7-yl)-6-fluoronaphthalene [C@H]12CN(C[C@H](CC1)N2)C=2C1=C(N=C(N2)OC[C@H]2N(CCC2)C(C)C)C(=C(N=C1C#CC)C1=CC=CC2=CC=C(C=C12)F)F